3-{4-[(2-cyclopropylethyl)[(1r,4r)-4-{[2-(trifluoromethoxy)ethyl]amino}cyclohexyl]amino]-1-oxo-3H-isoindol-2-yl}piperidine-2,6-dione C1(CC1)CCN(C1=C2CN(C(C2=CC=C1)=O)C1C(NC(CC1)=O)=O)C1CCC(CC1)NCCOC(F)(F)F